N-α-Fmoc-L-aspartic acid β-tert-butyl ester CC(C)(C)OC(=O)C[C@@H](C(=O)O)NC(=O)OCC1C2=CC=CC=C2C3=CC=CC=C13